N1N=CC(=C1)NC(C[C@H]1C[C@H](N(C1)C=1C2=C(N=C(N1)C)C1=C(O2)C=CC=C1)C(=O)O)=O (2S,4R)-4-(2-((1H-pyrazol-4-yl)amino)-2-oxoethyl)-1-(2-methylbenzofuro[3,2-d]pyrimidin-4-yl)pyrrolidine-2-carboxylic acid